COC(=O)C1(CCC1)N1C[C@@H](CC1)OC1=CC(=CC=C1)C(F)(F)F 1-[(3R)-3-[3-(trifluoromethyl)phenoxy]pyrrolidin-1-yl]cyclobutane-1-carboxylic acid methyl ester